1,3,5-Triethyl-4-hydroxy-pyrazol C(C)N1N=C(C(=C1CC)O)CC